ClC=1C=CC(=C(C1)C1=C(C=NN1CC(F)(F)F)NC(=O)C=1C=NN2C1N=CC=C2)OC N-(5-(5-chloro-2-methoxyphenyl)-1-(2,2,2-trifluoroethyl)-1H-pyrazol-4-yl)pyrazolo[1,5-a]pyrimidine-3-carboxamide